NC=1C=2N(C=CN1)C(=NC2C2=C(C(=C(C=C2)OC2=CC=CC=C2)F)F)[C@H]2CC[C@@H](OC2)CO ((2R,5R)-5-(8-amino-1-(2,3-difluoro-4-phenoxyphenyl)imidazo[1,5-a]pyrazin-3-yl)tetrahydro-2H-pyran-2-yl)methanol